zinc dihydrogen phosphate salt P(=O)(O)(O)[O-].[Zn+2].P(=O)(O)(O)[O-]